B1(OC(C(O1)(C)C)(C)C)C2=CC(=CC(=C2)[N+](=O)[O-])NC(=O)OC(C)(C)C (3-BOC-AMINO-5-NITROPHENYL)BORONIC ACID